C1=CC=CC=2C3=CC=CC=C3N(C12)C1=CC=C(C=C1)C=1C=C(C(=CC1C1=CC=CC=C1)C1=CC=C(C=C1)C#N)C1=CC=CC=C1 4'-(4-(9H-carbazole-9-yl)phenyl)-5'-phenyl-[1,1':2',1''-terphenyl]-4-carbonitrile